C(\C=C/C(=O)OC(C)(C)C1=CC=CC=C1)(=O)OOC(C)(C)C t-butyl cumyl peroxymaleate